2-(1H-pyrazol-4-yl)-N-[1-(tetrahydro-2H-pyran-4-yl)-1H-pyrazol-4-yl]-1,3-thiazole-4-carboxamide N1N=CC(=C1)C=1SC=C(N1)C(=O)NC=1C=NN(C1)C1CCOCC1